FC(CN1N=C(C=2C1=NC=CC2)C(=O)O)(F)F 1-(2,2,2-trifluoroethyl)-1H-pyrazolo[3,4-b]pyridine-3-carboxylic acid